(S)-5-fluoro-2'-(methylthio)-3,4,5',8'-tetrahydro-1H,6'H-spiro[naphthalene-2,7'-quinazoline]-4'-Yl triflate O(S(=O)(=O)C(F)(F)F)C1=NC(=NC=2C[C@]3(CCC12)CC1=CC=CC(=C1CC3)F)SC